1-(3-fluoropyridin-4-yl)-1-(1-(2,2,2-trifluoroethyl)-1H-pyrazol-3-yl)ethan-1-ol FC=1C=NC=CC1C(C)(O)C1=NN(C=C1)CC(F)(F)F